(+-)-2,3-dihydroxypropyl-methyl-2,4-dihydroxy-3-methylbenzoate O[C@H](CC1=C(C(=C(C(=C1C(=O)[O-])O)C)O)C)CO |r|